FC(S(=O)(=O)OC1C2(C3=CC=CC=C3C1)CCOC1=CC=CC=C12)(F)F trifluoromethylsulfonyloxy-2',3'-dihydrospiro[chromane-4,1'-indene]